(1R)-2-methyl-1-(6-(2-methyl-2H-pyrazolo[3,4-b]pyridin-5-yl)thieno[2,3-b]pyridin-2-yl)-1-propanol CC([C@@H](O)C1=CC=2C(=NC(=CC2)C2=CC=3C(N=C2)=NN(C3)C)S1)C